NCC(CN1N=CN(C1=O)CC=1SC=C(C1)C1=CC=C(C=C1)S(=O)(=O)C)=C(F)F 2-[2-(aminomethyl)-3,3-difluoro-allyl]-4-[[4-(4-methylsulfonylphenyl)-2-thienyl]methyl]-1,2,4-triazol-3-one